2-(2,4-dichlorophenyl)-3-aminomethyl-4-(1,2,4-triazol-1-yl)methyl-6-carboxymethoxyquinoline ClC1=C(C=CC(=C1)Cl)C1=NC2=CC=C(C=C2C(=C1CN)CN1N=CN=C1)OCC(=O)O